ClC1=CC=C(S1)C1=C(C=O)C=CC=C1 (5-chlorothiophene-2-yl)benzaldehyde